(methylsulfonate) borate B(O)(O)O.CS(=O)(=O)O